Pyrazinon N1C(C=NC=C1)=O